methyl 1-(5-(2-chloro-4-fluoro-3-methyl-5-nitrobenzamido)-4-(3,4-dimethylpiperazin-1-yl)-2-fluorophenyl)-1H-1,2,3-triazole-4-carboxylate ClC1=C(C(=O)NC=2C(=CC(=C(C2)N2N=NC(=C2)C(=O)OC)F)N2CC(N(CC2)C)C)C=C(C(=C1C)F)[N+](=O)[O-]